5-methylnicotinyl alcohol CC=1C=NC=C(CO)C1